N-(4-(2-aminopyrimidin-4-yl)-2-methylbenzyl)-4,5,6,7-tetrahydrothieno[3,2-c]pyridine-2-carboxamide NC1=NC=CC(=N1)C1=CC(=C(CNC(=O)C2=CC=3CNCCC3S2)C=C1)C